4-(N-(bicyclo[1.1.1]pentane-1-yl)sulfamoyl)-1,3-dimethyl-1H-pyrrole-2-carboxylic acid C12(CC(C1)C2)NS(=O)(=O)C=2C(=C(N(C2)C)C(=O)O)C